C1=CC(=CC=C1N)[As](=O)(O)[O-] Arsanilate